7-bromo-6-chloro-4-isopropylcinnoline BrC1=C(C=C2C(=CN=NC2=C1)C(C)C)Cl